(E,E)-7,8-dodecadien-1-yl acetate C(C)(=O)OCCCCCCC=C=CCCC